C(C)(C)(C)OC(=O)C1CC1C 3-methylcyclopropane-1-carboxylic acid tert-butyl ester